FC1=C(C=CC(=C1)F)[N-]SCC1CC1 N-(2,4-difluorophenyl)cyclopropylmethylthioamide